ClC1=CNC2=C(C=CC=C12)NS(=O)(=O)C=1C(=NN(C1)C)C N-(3-chloro-1H-indol-7-yl)-1,3-dimethyl-pyrazole-4-sulfonamide